5-chloro-2-{4-(phenanthren-9-yl)phenyl}pyrimidine ClC=1C=NC(=NC1)C1=CC=C(C=C1)C=1C2=CC=CC=C2C=2C=CC=CC2C1